4,6-dimethyl-3-nitropyridin-2-ol CC1=C(C(=NC(=C1)C)O)[N+](=O)[O-]